(S)-tert-butyl (1-(3-chlorophenyl)-2-hydroxyethyl)carbamate ClC=1C=C(C=CC1)[C@@H](CO)NC(OC(C)(C)C)=O